(4-methylphenyl)-2,2'-bi-9H-fluorene CC1=CC=C(C=C1)C1=C(C=CC=2C3=CC=CC=C3CC12)C1=CC=2CC3=CC=CC=C3C2C=C1